FC1=CC=C(C(=N1)C)OC1=C(C(=O)NC=2C=C(C=CC2)[S@](=O)(C)=NC(=O)[C@H]2N(CCC2)C(=O)OC(C)(C)C)C=CC(=C1)C(F)(F)F tert-butyl (S)-2-(((R)-(3-(2-((6-fluoro-2-methylpyridin-3-yl)oxy)-4-(trifluoromethyl) benzamido)phenyl)(methyl)(oxo)-λ6-sulfaneylidene)carbamoyl)pyrrolidine-1-carboxylate